trans-N-(4-(aminomethyl)cyclohexyl)-6-chloro-3,4-dihydro-2H-benzo[b][1,4]oxazine-2-carboxamide 2,2,2-trifluoroacetate FC(C(=O)O)(F)F.NC[C@@H]1CC[C@H](CC1)NC(=O)C1CNC2=C(O1)C=CC(=C2)Cl